2-(3-cyano-7-methyl-4-oxo-2-(piperidin-1-yl)-4H-pyrido[1,2-a]pyrimidine-9-carboxamido)cyclohexane-1-carboxylic acid C(#N)C1=C(N=C2N(C1=O)C=C(C=C2C(=O)NC2C(CCCC2)C(=O)O)C)N2CCCCC2